((2-aminopyridin-4-yl) methyl) piperazine-1-carboxylate N1(CCNCC1)C(=O)OCC1=CC(=NC=C1)N